3-(benzyloxy)-4,4-dimethoxy-3-(trifluoromethyl)tetrahydro-2H-pyran C(C1=CC=CC=C1)OC1(COCCC1(OC)OC)C(F)(F)F